tert-butyl 4-[3-methyl-1-[1-[(3-methyl-2-nitro-imidazol-4-yl)methyl]-2,6-dioxo-3-piperidyl]-2-oxo-benzimidazol-5-yl]piperidine-1-carboxylate CN1C(N(C2=C1C=C(C=C2)C2CCN(CC2)C(=O)OC(C)(C)C)C2C(N(C(CC2)=O)CC=2N(C(=NC2)[N+](=O)[O-])C)=O)=O